C1(=CC=CC=C1)[Sn](C1=CC=CC=C1)(C1=CC=CC=C1)C1=CC=CC=C1 tetraphenyl-tin (IV)